(1Z)-2-chlorocyclonon-1-ene-1-carbaldehyde Cl\C\1=C(\CCCCCCC1)/C=O